C1(=CC=CC2=CC=CC=C12)C(=O)C=1NC2=C(N1)C=CC=C2 Naphthoylbenzimidazol